N-(6-((5-bromo-2-chloropyrimidin-4-yl)amino)-2,3-dihydrobenzofuran-5-yl)-N-methylcyclopropanesulfonamide BrC=1C(=NC(=NC1)Cl)NC1=CC2=C(CCO2)C=C1N(S(=O)(=O)C1CC1)C